NC=1N=C2N(C(C1C#N)C1=CC=C(C=C1)N(C)C)C(=CS2)C2=CC=CC=C2 7-amino-5-(4-dimethylaminophenyl)-3-phenyl-5H-thiazolo[3,2-a]pyrimidine-6-carbonitrile